Fluoroadenosine C1=NC(=C2C(=N1)N(C=N2)[C@]3([C@@H]([C@@H]([C@H](O3)CO)O)O)F)N